tert-Butyl N-[2-[(5-bromo-3-iodopyridin-2-yl)oxy]ethyl]-N-isopropylcarbamate BrC=1C=C(C(=NC1)OCCN(C(OC(C)(C)C)=O)C(C)C)I